N[C@H](CC1=C(C=2N=C(N=C(C2S1)NCC=1OC=CC1)C1CC1)C)C 6-[(2S)-2-aminopropyl]-2-cyclopropyl-N-[(furan-2-yl)methyl]-7-methylthieno[3,2-d]pyrimidin-4-amine